BrC1=CC(=CC2=C1N(C(N2)=O)C)F 7-Bromo-5-fluoro-1-methyl-1H-benzo[d]imidazol-2(3H)-one